ClC=1C(=C(OC2=CC=C(C=C2)C=2N=C(N3C2C=NC=C3)[C@H]3N(CCC3)C(C=C)=O)C=CC1)F (S)-1-(2-(1-(4-(3-chloro-2-fluorophenoxy)phenyl)imidazo[1,5-a]pyrazin-3-yl)pyrrolidin-1-yl)prop-2-en-1-one